N-[(3R,4R)-4-[3-chloro-4-(2-hydroxybenzoyl)benzamido]pyrrolidin-3-yl]pyridine-4-carboxamide ClC=1C=C(C(=O)N[C@H]2[C@@H](CNC2)NC(=O)C2=CC=NC=C2)C=CC1C(C1=C(C=CC=C1)O)=O